COP1(=NP(=NP(=N1)(F)F)(F)F)OC dimethoxytetrafluoro-cyclotriphosphazene